CC=1C=C(C#N)C=C(C1N1CCCCC1)[N+](=O)[O-] 3-methyl-5-nitro-4-(piperidin-1-yl)benzonitrile